ClC=1C=NC=C(C1CSC=1N=C(C2=C(N1)CCC2)OCCC(C(=O)[O-])(C)C)Cl.C(C)(C)C2=C(C(=CC(=C2)C(C)C)C(C)C)S(=O)O.[Na+] sodium 2,4,6-triisopropylbenzenesulfinate ((2-(((3,5-dichloropyridin-4-yl)methyl)thio)-6,7-dihydro-5H-cyclopenta[d]pyrimidin-4-yl)oxy)methyl-pivalate